(R)-1-[3-(benzyloxymethyl)phenyl]2-benzylaminoethanol C(C1=CC=CC=C1)OCC=1C=C(C=CC1)[C@H](CNCC1=CC=CC=C1)O